1-methyl-9H-pyrido[3,4-b]indol-3-amine CC1=NC(=CC2=C1NC1=CC=CC=C21)N